ClC=1C=C(C(=O)NC2=CC=C(C=C2)[C@@H]2CNCCO2)C=C(N1)Cl |r| (RS)-2,6-Dichloro-N-(4-(morpholin-2-yl)-phenyl)-isonicotinamid